Gamma-glutamyl-putrescine C(CCNC(=O)CC[C@@H](C(=O)O)N)CN